CNCC1=C(C=CC=C1)C=1C=C(SC1)[C@@H](C)NC1=NC=CC2=CC=C(C=C12)N1CCOCC1 (R)-N-(1-(4-(2-((methylamino)methyl)phenyl)thiophen-2-yl)ethyl)-7-morpholinoisoquinolin-1-amine